FC(C1=NN(C=C1C(=O)NC1=C2C(CC(C2=C(C=C1)F)(C)C)C)C)F 3-difluoromethyl-N-(7-fluoro-1,1,3-trimethylindan-4-yl)-1-methylpyrazole-4-carboxamide